C(C=C)(=O)OCC(COC(C=C)=O)(COCC(CO)(CO)CO)CO Dipentaerythritol diacrylate